NC1=NC=2N(C(C=NC2C(=N1)C=1OC(=CC1)C)=O)CC1=CC=C(C=C1)OC 2-amino-8-(4-methoxybenzyl)-4-(5-methylfuran-2-yl)pteridin-7(8H)-one